ClC1=CC(=NC=N1)NC1=NC=CC=C1 6-chloro-N-(pyridin-2-yl)pyrimidin-4-amine